4-(2-(2,2-Difluoroethyl)-3-methyl-2,3,4,9-tetrahydro-1H-pyrido[3,4-b]indol-1-yl)-N-(2-(3-(fluoromethyl)azetidin-1-yl)ethyl)-3-(trifluoromethoxy)aniline FC(CN1C(C=2NC3=CC=CC=C3C2CC1C)C1=C(C=C(NCCN2CC(C2)CF)C=C1)OC(F)(F)F)F